NC1=CC=C(C(C)C2=CC(=CC=C2)C(C2=CC=C(C=C2C)N)C)C(=C1)C 1,3-bis(4-amino-α,6-dimethylbenzyl)benzene